(2,3,6-trifluorophenyl)boronic acid FC1=C(C(=CC=C1F)F)B(O)O